[6-(2,2-difluoroethoxy)-5-fluoro-2-methoxy-3-pyridinyl]amine FC(COC1=C(C=C(C(=N1)OC)N)F)F